NC=1C=2N(C=C(N1)C(F)(F)F)C(=CN2)C=2C=C(C=CC2C)C(C(F)(F)Cl)(C)O (3-(8-amino-6-(trifluoromethyl)imidazo[1,2-a]pyrazin-3-yl)-4-methylphenyl)-1-chloro-1,1-difluoropropan-2-ol